2-(Chloromethyl)-6,8-dimethylquinazolin-4(3H)-one ClCC1=NC2=C(C=C(C=C2C(N1)=O)C)C